CC1=NC=CC=C1OCC1CC(C1)C1=CC(=NN1)NC=1C=2N(C=CN1)N=CC2 N-(5-((1s,3s)-3-(((2-methylpyridin-3-yl)oxy)methyl)cyclobutyl)-1H-pyrazol-3-yl)pyrazolo[1,5-a]pyrazin-4-amine